γ-glycidoxyoctylpropoxysilane C(C1CO1)OC(CC[SiH2]OCCC)CCCCC